C(C)(C)(C)OC(=O)N1CC(N(CC1)C1=CC(=C(C(=C1)F)C=1N=C2N(C=CC(=C2)C)C1C[C@H]1CN(CCO1)C(=O)OC)F)=O methyl (S)-2-((2-(4-(4-(tert-butoxycarbonyl)-2-oxopiperazin-1-yl)-2,6-difluorophenyl)-7-methylimidazo[1,2-a]pyridin-3-yl)-methyl)morpholine-4-carboxylate